S-methylsulfonium chloride [Cl-].C[SH2+]